NCCNC(C)S(=O)(=O)[O-].[Na+] Sodium N-(2-aminoethyl)aminoethanesulfonate